ClC[C@@H]1C[C@H](NC1)CONC(=O)[C@H]1N2C(N([C@H](CC1)C2)OS(=O)(=O)O)=O (2S,5R)-N-{[(2S,4R)-4-Chloromethyl-pyrrolidin-2-yl]methyloxy}-7-oxo-6-(sulfooxy)-1,6-diazabicyclo[3.2.1]octane-2-carboxamide